CCCCNP(=O)(N)N N-(n-butyl)phosphoric acid triamide